sodium (2-(((1,3-dihydroxy-2-(hydroxymethyl)propan-2-yl)amino)methyl)propane-1,3-diyl)bis(phosphonate) OCC(CO)(CO)NCC(CP([O-])([O-])=O)CP([O-])([O-])=O.[Na+].[Na+].[Na+].[Na+]